Cl.NC1(C(C1)C=C)C(=O)NS(=O)(=O)C1CC1 1-amino-N-(cyclopropylsulfonyl)-2-vinyl-cyclopropane-carboxamide hydrochloride